N1(CCC1)C1=NC=CC(=C1)CN 1-[2-(azetidin-1-yl)pyridin-4-yl]methanamine